The molecule is an amino trisaccharide consisting of alpha-D-galactopyranose, beta-D-galactopyranose and 2-acetamido-2-deoxy-alpha-D-glucopyranose residues joined in sequence by (1->4) glycosidic bonds. It is a member of acetamides and an amino trisaccharide. It derives from a beta-D-Galp-(1->4)-alpha-D-GlcpNAc and an alpha-D-Galp-(1->4)-beta-D-Galp. CC(=O)N[C@@H]1[C@H]([C@@H]([C@H](O[C@@H]1O)CO)O[C@H]2[C@@H]([C@H]([C@H]([C@H](O2)CO)O[C@@H]3[C@@H]([C@H]([C@H]([C@H](O3)CO)O)O)O)O)O)O